NC1=NC=C2N1C1=C(CC3=C2C=CC=C3)C=CC=C1 3-amino-9H-dibenzo[c,f]imidazo[1,5-a]azepine